BrC=1C=C(C2=CN(N=C2C1OC)CC(=O)OCC)Cl Ethyl 2-(6-bromo-4-chloro-7-methoxy-2H-indazol-2-yl)acetate